9-(4,4-difluorocyclohexyl)-2,3-dimethyl-7-[(2R,4S)-2-[1-(oxetan-3-yl)pyrazol-4-yl]tetrahydropyran-4-yl]pyrimido[1,2-b]pyridazin-4-one FC1(CCC(CC1)C=1C=2N(N=C(C1)[C@@H]1C[C@@H](OCC1)C=1C=NN(C1)C1COC1)C(C(=C(N2)C)C)=O)F